N-[2-[(2-aminoethyl)amino]ethyl]-alanine NCCNCCN[C@@H](C)C(=O)O